(R)-2-(((2R,3S,4R,5R)-5-(6-amino-2-chloro-9H-purin-9-yl)-3,4-dihydroxytetrahydrofuran-2-yl)methoxy)-2-(oxazol-4-yl)-3-phenylpropanoic acid NC1=C2N=CN(C2=NC(=N1)Cl)[C@H]1[C@@H]([C@@H]([C@H](O1)CO[C@](C(=O)O)(CC1=CC=CC=C1)C=1N=COC1)O)O